C1(=CC=CC=C1)OC(=O)N1C(C=CC2=CC=CN=C12)C\C=C\C=1N=C(SC1)C(CC(=O)OCC)C1=CC(=C(C=C1)OC)F (E)-2-(3-(2-(3-ethoxy-1-(3-fluoro-4-methoxyphenyl)-3-oxopropyl)thiazol-4-yl)allyl)-1,8-naphthyridine-1(2H)-carboxylic acid phenyl ester